2-(((2R,3S)-3-methylhexan-5-en-2-yl)sulfonyl)pyrimidine C[C@H]([C@@H](C)S(=O)(=O)C1=NC=CC=N1)CC=C